C1(CC1)C=1C=C(C2=NC3=C(CCC=4C=C(C(NC34)=O)C(=O)O)N2C1)C(F)(F)F 9-cyclopropyl-2-oxo-11-(trifluoromethyl)-1,2,5,6-tetrahydropyrido[2',1':2,3]imidazo[4,5-h]quinoline-3-carboxylic acid